5-chloro-7-(1-ethYlcYclobutYl)-2-(oxan-4-ylamino)pyrrolo[2,1-f][1,2,4]triazine-6-carbonitrile ClC=1C(=C(N2N=C(N=CC21)NC2CCOCC2)C2(CCC2)CC)C#N